C[C@@]12CCC=3N=C(SC3C2=CC[C@H]2[C@H]3[C@](CC[C@H]12)([C@H](CC3)O)C)NC (5aR,5bS,7aS,8S,10aS,10bR)-5a,7a-dimethyl-2-(methylamino)-5,5a,5b,6,7,7a,8,9,10,10a,10b,11-dodecahydro-4H-cyclopenta[7,8]phenanthro[2,1-d]thiazol-8-ol